tert-butyl (S)-(1-(4-((tert-butyldimethylsilyl)oxy)-2-chlorophenyl)-3-hydroxypropan-2-yl)carbamate [Si](C)(C)(C(C)(C)C)OC1=CC(=C(C=C1)C[C@@H](CO)NC(OC(C)(C)C)=O)Cl